C(C)(C)(C)OC(=O)N[C@H](C(=O)O)[C@@H](C)OC1(CC1)C (2S,3R)-2-(tert-butoxycarbonylamino)-3-(1-methylcyclopropoxy)butanoic acid